4-(5-bromo-2-oxo-2,3-dihydro-1H-benzo[d]imidazol-1-yl)piperidine-1-carboxylic acid tert-butyl ester C(C)(C)(C)OC(=O)N1CCC(CC1)N1C(NC2=C1C=CC(=C2)Br)=O